C(C)(=O)C1=CC=C(C(=O)NC2=CC=C(C=C2)S(NC2=NC=CN=C2OC)(=O)=O)C=C1 4-acetyl-N-[4-[(3-methoxypyrazin-2-yl)sulfamoyl]phenyl]benzamide